2-chloro-4-[(2S)-2-methylpiperazin-1-yl]pyrimidine ClC1=NC=CC(=N1)N1[C@H](CNCC1)C